COC1=CC(=C(C=C1NC1=NC=NC(=C1)N1OCCC1C1=CC(=CC=C1)C=1SC(=CC1)C)NC(C=C)=O)N1CCN(CC1)C N-(4-methoxy-2-(4-methylpiperazin-1-yl)-5-((6-(3-(3-(5-methylthiophen-2-yl)phenyl)isoxazolidin-2-yl)pyrimidin-4-yl)amino)phenyl)acrylamide